C(CC)N1C(C2=CC=CC=C2C1)=O 2-propylisoindol-1-one